tert-butyl 4-methoxy-3-oxopentanoate COC(C(CC(=O)OC(C)(C)C)=O)C